OC(C)(C)C=1SC(=CN1)S(=O)(N)=NC(NC1=C2CCC(C2=CC=2CCCC12)=O)=O 2-(2-Hydroxypropan-2-yl)-N'-((1-oxo-1,2,3,5,6,7-hexahydro-s-indacen-4-yl)-carbamoyl)thiazole-5-sulfonimidamide